2-(4-chlorophenyl)indole ClC1=CC=C(C=C1)C=1NC2=CC=CC=C2C1